4-Methoxyphenyl (methyl 2,3,4-tri-O-benzoyl-β-D-glucopyranuronate) C[C@]1(O)[C@H](OC(C2=CC=CC=C2)=O)[C@@H](OC(C2=CC=CC=C2)=O)[C@H](OC(C2=CC=CC=C2)=O)[C@H](O1)C(=O)OC1=CC=C(C=C1)OC